(3S,4S)-1-[4-({8-[(2R,3S)-3-(methanesulfonylmeth-yl)-2-methylazetidin-1-yl]-5-(propan-2-yl)-2,7-naphthyridin-3-yl}amino)pyrimidin-2-yl]-4-methoxypiperidin-3-ol CS(=O)(=O)C[C@@H]1[C@H](N(C1)C=1N=CC(=C2C=C(N=CC12)NC1=NC(=NC=C1)N1C[C@@H]([C@H](CC1)OC)O)C(C)C)C